5-(difluoromethyl)-2-(piperidin-1-yl)aniline FC(C=1C=CC(=C(N)C1)N1CCCCC1)F